C(C#CC)(=O)N1[C@@H](C[C@H](CC1)N1N=NC=2C(=NC=3C(=C(C(=CC3C21)C)C2=C(C(=CC=C2)C)Cl)F)N2CC(C2)N(C)C)CC#N 2-((2S,4S)-1-(but-2-ynoyl)-4-(7-(2-chloro-3-methylphenyl)-4-(3-(dimethylamino)azetidin-1-yl)-6-fluoro-8-methyl-1H-[1,2,3]triazolo[4,5-c]quinolin-1-yl)piperidin-2-yl)acetonitrile